FC(C(C1=CC=CC=C1)N1CCNCC1)(F)F 4-(2,2,2-trifluoro-1-phenylethyl)piperazin